C(C(C)C)(=O)OCC(C)C1=CC=CC=C1 2-phenylpropyl isobutyrate